N-((2'-(1H-tetrazol-5-yl)-[1,1'-biphenyl]-4-yl)methyl)-N-(3-azidopentanoyl)-L-valine N1N=NN=C1C1=C(C=CC=C1)C1=CC=C(C=C1)CN([C@@H](C(C)C)C(=O)O)C(CC(CC)N=[N+]=[N-])=O